(6-(5-(2-chloro-5-fluorophenyl)-4-methyl-1H-pyrazol-1-yl)-2-azaspiro[3.3]heptan-2-yl)(2-fluoro-5-hydroxyphenyl)methanone ClC1=C(C=C(C=C1)F)C1=C(C=NN1C1CC2(CN(C2)C(=O)C2=C(C=CC(=C2)O)F)C1)C